Tert-butyl ((3S,4S)-4-azidotetrahydro-2H-pyran-3-yl)carbamate N(=[N+]=[N-])[C@@H]1[C@@H](COCC1)NC(OC(C)(C)C)=O